FC1=CC=C(C(=N1)C)[C@@H](C)O (R)-1-(6-fluoro-2-methylpyridin-3-yl)ethan-1-ol